N-(1H-pyrrole-1-yl)acetamide N1(C=CC=C1)NC(C)=O